C(C)(=O)C1=NN(C2=CC=C(C=C12)C=1C=NC(=NC1)C)CC(=O)N1[C@@H](C[C@H](C1)F)C(=O)NC1=NC(=CN=C1)C(F)(F)F (2S,4R)-1-(2-(3-acetyl-5-(2-methylpyrimidin-5-yl)-1H-indazol-1-yl)acetyl)-4-fluoro-N-(6-(trifluoromethyl)pyrazin-2-yl)pyrrolidine-2-carboxamide